P(=O)(O)(O)O.CC1=CC=CC=C1.CC1=CC=CC=C1.CC1=CC=CC=C1 tri(toluene) phosphate